[Na].BrC=1C(=C(C(=O)NC2(CC2)C)C=CC1)Cl 3-bromo-2-chloro-N-(1-methylcyclopropyl)benzamide Sodium